Nitryl-Butadien methyl-(3S,7aS)-3-(((tert-butyldiphenylsilyl)oxy)methyl)tetrahydro-1H-pyrrolizine-7a(5H)-carboxylate COC(=O)[C@]12CCCN2[C@@H](CC1)CO[Si](C1=CC=CC=C1)(C1=CC=CC=C1)C(C)(C)C.[N+](=O)([O-])C=CC=C